[4-(2-Hydroxyethyl)phenyl]boronic acid OCCC1=CC=C(C=C1)B(O)O